2,2',2''-[(2S)-2-(4-butoxybenzyl)-10-(carboxymethyl)-1,4,7,10-tetraazacyclododecane-1,4,7-triyl]triacetate C(CCC)OC1=CC=C(C[C@@H]2N(CCN(CCN(CCN(C2)CC(=O)[O-])CC(=O)[O-])CC(=O)O)CC(=O)[O-])C=C1